(R)-1-(2,5-difluoropyridin-3-yl)ethyl (4-(5-((tert-butoxycarbonyl)amino)-6-methylpyridin-2-yl)-1-methyl-1H-1,2,3-triazol-5-yl)carbamate C(C)(C)(C)OC(=O)NC=1C=CC(=NC1C)C=1N=NN(C1NC(O[C@H](C)C=1C(=NC=C(C1)F)F)=O)C